(R)-1-(4-cyclobutyl-5-(4-fluorophenyl)-1-methyl-1H-pyrazol-3-yl)-3-(3,3-difluorocyclopentyl)urea C1(CCC1)C=1C(=NN(C1C1=CC=C(C=C1)F)C)NC(=O)N[C@H]1CC(CC1)(F)F